C1(CC1)C=1C=C(C=CC1)NC(C1=C(C=C(C=C1)S(=O)(=O)C)N1CCC2(CC2)CC1)=O N-(3-cyclopropylphenyl)-4-(methylsulfonyl)-2-(6-azaspiro[2.5]octan-6-yl)benzamide